N-(2-(4-Cyanothiazolidin-3-yl)-2-oxoethyl)-6-(4-methoxy-tetrahydro-2H-pyran-4-yl)quinoline-4-carboxamide C(#N)C1N(CSC1)C(CNC(=O)C1=CC=NC2=CC=C(C=C12)C1(CCOCC1)OC)=O